P(=O)(O)(O)OC[C@@H]1[C@H](C[C@@H](O1)N1C(=O)NC(=O)C(C)=C1)O.P(=O)(O)(O)OC[C@@H]1[C@H](C[C@@H](O1)N1C(=O)NC(=O)C(C)=C1)O Deoxythymidine 5'-phosphate Deoxythymidine-5'-phosphate